O=S1(CCN(CC2=C1C=CC=C2)C2=NC1=CC=C(C=C1C(=C2)NC(CC(C(F)(F)F)N2C(C1=CC=CC=C1C2=O)=O)=O)C)=O N-[2-(1,1-Dioxido-2,3-dihydro-1,4-benzothiazepin-4(5H)-yl)-6-methylquinolin-4-yl]-3-(1,3-dioxo-1,3-dihydro-2H-isoindol-2-yl)-4,4,4-trifluorobutanamide